C(C1=CC=CC=C1)C1=CC(=CC(N1)=O)O 6-benzyl-4-hydroxypyridin-2(1H)-one